(S)-N-(3-(2-((1,5-dimethyl-1H-pyrazol-3-yl)amino)-5-methylpyrimidin-4-yl)-1H-indol-7-yl)-2-(3-((4-(methylamino)-1,3,5-triazin-2-yl)oxy)pyrrolidin-1-yl)acetamide CN1N=C(C=C1C)NC1=NC=C(C(=N1)C1=CNC2=C(C=CC=C12)NC(CN1C[C@H](CC1)OC1=NC=NC(=N1)NC)=O)C